lanthanum (III) n-butoxide [O-]CCCC.[La+3].[O-]CCCC.[O-]CCCC